NC1=CC=C(C(=N1)NC(C(C)N1C=C(C2=CC(=CC=C12)S(=O)(=O)N1CCCCC1)C)=O)C N-(6-amino-3-methyl-2-pyridyl)-2-[3-methyl-5-(1-piperidylsulfonyl)indol-1-yl]propanamide